dihydroxypropylarginine hydrochloride Cl.OC(CCN[C@@H](CCCNC(N)=N)C(=O)O)O